(±)-1-(5-methoxy-6-(2,2,2-trifluoroethoxy)pyrimidin-4-yl)ethane-1-amine COC=1C(=NC=NC1OCC(F)(F)F)[C@@H](C)N |r|